1-propyl-3-ethylpyridinium fluoride salt [F-].C(CC)[N+]1=CC(=CC=C1)CC